ClC=1C=CC2=C(C(CC(O2)(C(=O)NC23CC(C2)(C3)NC(COC3=CC(=C(C=C3)Cl)F)=O)F)O)C1 6-chloro-N-{3-[2-(4-chloro-3-fluorophenoxy)acetamido]bicyclo[1.1.1]pent-1-yl}-2-fluoro-4-hydroxy-3,4-dihydro-2H-1-benzopyran-2-carboxamide